C1CC1COC(C2=CC=CC=C2)C3=CC(=C(C=C3)F)NC(=O)C4=CC(=NN4C5=CC=CC(=C5)CN)C(F)(F)F (+)-1-(3-(aminomethyl)phenyl)-N-(5-((cyclopropylmethoxy)(phenyl)methyl)-2-fluorophenyl)-3-(trifluoromethyl)-1H-pyrazole-5-carboxamide